[[4-[5-(trifluoromethyl)-1,2,4-oxadiazol-3-yl]phenyl]methyl]pyrazole-4-carboxamide FC(C1=NC(=NO1)C1=CC=C(C=C1)CC1=NNC=C1C(=O)N)(F)F